2-(2,6-Dioxopiperidin-3-yl)-5-((6-(4-(7-methoxyquinoxalin-2-yl)-1H-pyrazol-1-yl)hexyl)amino)isoindoline-1,3-dione O=C1NC(CCC1N1C(C2=CC=C(C=C2C1=O)NCCCCCCN1N=CC(=C1)C1=NC2=CC(=CC=C2N=C1)OC)=O)=O